C1(CC(CC1)CO)CO 1,3-cyclopentanedimethanol